FC(S(=O)(=O)OC1=CC=C(C=C1)N1C2(CCC2)CCCC1=O)(F)F 4-(6-oxo-5-azaspiro[3.5]nonan-5-yl)phenyl trifluoromethanesulfonate